CC=1C(=CC=C2C=CC=NC12)C1=CC=C(OC2CCN(CC2)C(=O)[C@H]2N(CCC2)C(=O)OC(C)(C)C)C=C1 tert-butyl (2S)-2-[4-[4-(8-methyl-7-quinolyl)phenoxy]piperidine-1-carbonyl]pyrrolidine-1-carboxylate